S1CCC2C1=CC=CN2 TETRAHYDROTHIENO-PYRIDIN